FC=1C=C(C(=C(C1)[C@H](C(=O)O)N(CC[C@H](CC1CCN(CC1)C)C1=CC(=CC=C1)C(F)(F)F)C)C1CCC(CC1)OC(F)(F)F)C (R)-2-(5-fluoro-3-methyl-2-((1r,4R)-4-(trifluoromethoxy)cyclohexyl)phenyl)-2-(methyl((S)-4-(1-methylpiperidin-4-yl)-3-(3-(trifluoromethyl)phenyl)butyl)amino)acetic acid